BrCCNS(=O)(=O)C1=CC2=CC=CC=C2C=C1 N-(2-bromoethyl)naphthalene-2-sulfonamide